C1=CC=CC=2C3=CC=CC=C3C(C12)COC(=O)OC1=C(C=C(C=C1F)F)C=1C=C2C(=NN1)N(C[C@@H]1N2CCNC1)C(=O)OCC1C2=CC=CC=C2C=2C=CC=CC12 (9H-fluoren-9-yl)methyl (R)-2-(2-((((9H-fluoren-9-yl)methoxy) carbonyl)oxy)-3,5-difluorophenyl)-6,6a,7,8,9,10-hexahydro-5H-pyrazino[1',2':4,5]pyrazino[2,3-c]pyridazine-5-carboxylate